C1(CC1)C(=O)NC1=CC(=C(N=N1)C(=O)N)NC1=C(C(=CC=C1)C=1C=NN(C1)C1C(CCC1)OC(F)F)OC 6-(cyclopropanecarboxamido)-4-((3-(1-(2-(difluoromethoxy)cyclopentyl)-1H-pyrazol-4-yl)-2-methoxyphenyl)amino)pyridazine-3-carboxamide